BrC=1C=C2C(=C(C=NC2=CC1F)[N+](=O)[O-])C1(CC(C1)C=1C=NC=CC1)C(=O)OC Methyl 1-(6-bromo-7-fluoro-3-nitroquinolin-4-yl)-3-(pyridin-3-yl)cyclobutane-1-carboxylate